C(C1=CC=CC=C1)NC(CSC=1NC2=CC=CC=C2C1SCC(=O)NC1=CC(=C(C=C1)Cl)Cl)=O N-benzyl-2-((3-((2-((3,4-dichlorophenyl)amino)-2-oxoethyl)thio)-1H-indol-2-yl)thio)acetamide